dimethyl-ethyl-(1,2,2,6,6-pentamethyl-piperidin-4-yl)ammonium hydroxide [OH-].C[N+](C1CC(N(C(C1)(C)C)C)(C)C)(CC)C